COS(=O)(=O)[O-].C(C(=C)C)(=O)[O-].C1(=CC=CC=C1)[S+](C)C.C1(=CC=CC=C1)[S+](C)C phenyldimethyl-sulfonium methacrylate methyl-sulfate